3-cyano-L-phenylalanine C(#N)C=1C=C(C[C@H](N)C(=O)O)C=CC1